N(=NC(=O)OC(C)(C)C)C(=O)OC(C)(C)C dit-butyl azodicarboxylate